C(C)(C)(C)C1=NC(NC(=N1)C1=CC(=CC=C1)Cl)=O 4-(tert-butyl)-6-(3-chlorophenyl)-1,3,5-triazin-2(1H)-one